BrC1=CC=C(C=C1)[C@]12[C@](C3=NC=C(C=C3O1)Cl)(C(C[C@H]2C2=CC=CC=C2)=C)O |r| rac-(5aR,6S,8aR)-5a-(4-bromophenyl)-3-chloro-8-methylene-6-phenyl-5a,6,7,8-tetrahydro-8aH-cyclopenta[4,5]furo[3,2-b]pyridin-8a-ol